ethyl (E)-2-((5-cyano-4-methoxy-2-methylphenyl)carbamoyl)-6,6,6-trifluoro-5-oxohex-3-enoate C(#N)C=1C(=CC(=C(C1)NC(=O)C(C(=O)OCC)\C=C\C(C(F)(F)F)=O)C)OC